ClC=1C=C(C=C(C1F)Cl)C1(CC(=NO1)N1CC2=C(C1)C=C(S2)C(=O)NC2CN(C2)S(=O)(=O)C(F)F)C(F)(F)F 5-(5-(3,5-dichloro-4-fluorophenyl)-5-(trifluoromethyl)-4,5-dihydroisoxazol-3-yl)-N-(1-((difluoromethyl)sulfonyl)azetidin-3-yl)-5,6-dihydro-4H-thieno[2,3-c]pyrrole-2-carboxamide